ClC=1C=C(C#N)C=C(C1)OC1=C(N=CN(C1=O)CC1=NNC(C2=C1N=CC=C2)=O)C(F)(F)F 3-chloro-5-((6-oxo-1-((5-oxo-5,6-dihydropyrido[2,3-d]pyridazin-8-yl)methyl)-4-(trifluoromethyl)-1,6-dihydropyrimidin-5-yl)oxy)benzonitrile